2,3-diphenyl-5-(4-methoxyphenyl)tetrazolium chloride COC1=CC=C(C=C1)C2=NN([N+](=N2)C3=CC=CC=C3)C4=CC=CC=C4.[Cl-]